CC1=C(O)C=CC(=C1)O 2-methyl-hydroquinone